C1=CC=CC=2N(CC3=C(C#CC21)C=CC=C3)C(CCC(=O)NCC(=O)NCC(=O)N[C@@H](CC3=CC=CC=C3)C(=O)O)=O N-[4-(11,12-Didehydrodibenzo[b,f]azocin-5(6H)-yl)-4-oxobutanoyl]glycylglycyl-L-phenylalanine